Ethane-1,2-diyl bis(6-aminohexanoate) sulphate salt S(=O)(=O)(O)O.NCCCCCC(=O)OCCOC(CCCCCN)=O